methyl rac-(2S,3S,4S,5R)-3-(3,4-difluoro-2-hydroxy-phenyl)-4-ethyl-5-methyl-5-(trifluoromethyl)tetrahydrofuran-2-carboxylate FC=1C(=C(C=CC1F)[C@H]1[C@H](O[C@]([C@H]1CC)(C(F)(F)F)C)C(=O)OC)O |r|